C(C)OC(=O)C1=NN(C(=C1)CO[Si](C1=CC=CC=C1)(C1=CC=CC=C1)C(C)(C)C)C 5-(((tert-butyldiphenylsilyl)oxy)methyl)-1-methyl-1H-pyrazole-3-carboxylic acid ethyl ester